(R)-N-(3-(5-fluoro-2-((2-(2-(hydroxymethyl)phenyl)pyridin-4-yl)amino)pyrimidin-4-yl)-1H-indol-7-yl)-3-methoxy-2-(4-methylpiperazin-1-yl)propanamide FC=1C(=NC(=NC1)NC1=CC(=NC=C1)C1=C(C=CC=C1)CO)C1=CNC2=C(C=CC=C12)NC([C@@H](COC)N1CCN(CC1)C)=O